C(C)(C)(C)[Si](OC(CC1=NC(=NO1)C)C1=CC(=CC=C1)C1=CC=C(C=C1)C(F)(F)F)(C)C tert-butyl-dimethyl-[2-(3-methyl-1,2,4-oxadiazole-5-yl)-1-[3-[4-(trifluoromethyl)phenyl]phenyl]ethoxy]silane